FC=1C=C(C=C(C1)F)B1OC(C(O1)(C)C)(C)C 2-(3,5-difluorophenyl)-4,4,5,5-tetramethyl-1,3,2-dioxaborolane